O1C(CCCC1)OC1(CC1)CN1N=CC(=C1)C1=NC2=CC=CC=C2N=C1 2-(1-((1-((tetrahydro-2H-pyran-2-yl)oxy)cyclopropyl)methyl)-1H-pyrazol-4-yl)quinoxaline